C1(CCCC1)[C@@](C(=O)N1C2CCC([C@H]1C(=O)N[C@H](C[C@H]1C(NCC1)=O)C(CO)=O)CC2)(C2=CC=CC=C2)O (S)-2-((S)-2-cyclopentyl-2-hydroxy-2-phenylacetyl)-N-((R)-4-hydroxy-3-oxo-1-((S)-2-oxopyrrolidin-3-yl)butan-2-yl)-2-azabicyclo[2.2.2]octane-3-carboxamide